1-[(1H-imidazol-4-yl)methyl]-4-methyl-3-{3-methyl-5-[4-(trifluoromethyl)phenoxy]phenyl}-1H,4H,5H-pyrazolo[4,3-b]pyridin-5-one N1C=NC(=C1)CN1N=C(C=2N(C(C=CC21)=O)C)C2=CC(=CC(=C2)OC2=CC=C(C=C2)C(F)(F)F)C